5-(1H-benzimidazol-2-yl)-1-methyl-pyrazol-3-amine N1C(=NC2=C1C=CC=C2)C2=CC(=NN2C)N